C1(=CC=CC=C1)C(=O)N1CCN(CC1)CCC1=CC=CC=C1 Phenyl-[4-(2-phenyl-ethyl)piperazin-1-yl]methanone